but-2-yl-2-(2,4-dimethyl-1-cyclohex-3-enyl)-5-methyl-1,3-dioxane CC(CC)C1(OCC(CO1)C)C1C(C=C(CC1)C)C